CC(C(=O)C1C(C1)C)CC 2-methyl-1-(2-methylcyclopropyl)butan-1-one